CC=1OC2=C(N1)C=CC(=C2)NC(=O)NC2=CC=NC1=CC=CN=C21 N-(2-Methyl-6-benzoxazolyl)-N'-1,5-naphthyridin-4-yl-urea